Br.BrC1=CC(=C2C(=N1)CNC2)C2=CC=C(C=C2)F 2-bromo-4-(4-fluorophenyl)-6,7-dihydro-5H-pyrrolo[3,4-b]pyridine HBr salt